(E)-3-[4-chloro-2-methyl-6-(methylamino)pyrimidin-5-yl]prop-2-enoate ClC1=NC(=NC(=C1/C=C/C(=O)[O-])NC)C